NC=1SC2=C(N1)C=CC(=C2)C=2C(=NC(=C(C(=O)NCC1=C(C(=CC(=C1)F)F)OCC1CC1)C2)OC)C 5-(2-aminobenzo[d]thiazol-6-yl)-N-(2-(cyclopropylmethoxy)-3,5-difluorobenzyl)-2-methoxy-6-methylnicotinamide